OC=1N=CC(C(N1)O)CC1=CC=C(C=C1)OC 2,4-dihydroxy-5-(4-methoxybenzyl)-5H-pyrimidin